6-(2-(5-Methyl-1,3,4-oxadiazol-2-yl)cyclobutyl)-4-oxo-1-(1-(6-(trifluoromethyl)pyridin-3-yl)ethyl)-4,5-dihydro-1H-pyrazolo[3,4-d]pyrimidin-3-carbonitril CC1=NN=C(O1)C1C(CC1)C=1NC(C2=C(N1)N(N=C2C#N)C(C)C=2C=NC(=CC2)C(F)(F)F)=O